N-((1r,4r)-4-(difluoromethyl)cyclohexyl)-2-(1-methyl-1H-imidazol-5-yl)-6-(tetrahydro-2H-pyran-4-yl)pyrimidine-4-carboxamide FC(C1CCC(CC1)NC(=O)C1=NC(=NC(=C1)C1CCOCC1)C1=CN=CN1C)F